CN(C([C@H]([C@@H](C)C1=C(C(=C(C(=C1F)F)F)F)F)NC1=CC=CC=C1)=O)C (2S,3S)-N,N-Dimethyl-3-(perfluorophenyl)-2-(phenylamino)butanamide